(S)-1-(2-chloroacetyl)-7-(4-fluorobenzyl)-2-methyl-N-(2,2,2-trifluoroethyl)-2,3-dihydro-1H-pyrido[2,3-b][1,4]oxazine-6-carboxamide ClCC(=O)N1C2=C(OC[C@@H]1C)N=C(C(=C2)CC2=CC=C(C=C2)F)C(=O)NCC(F)(F)F